FCCOCCO[Al](OCCOCCF)OCCOCCF tris(2-(2-fluoroethoxy)ethoxy)aluminum